C(=CC)N1C[C@@H](CCC1)N1C(N(C=2C(=NC=CC21)N)C2=CC=C(C=C2)OC2=CC=CC=C2)=O (R)-1-(1-propenylpiperidin-3-yl)-4-amino-3-(4-phenoxyphenyl)-1H-imidazo[4,5-c]pyridin-2(3H)-one